C(C1=CC=CC=C1)NS(=O)(=O)C1=CC(=CC=C1)C1=NC2=C(C=CN=C2C=C1)N1CCOCC1 N-benzyl-3-(8-morpholino-1,5-naphthyridin-2-yl)benzenesulfonamide